6-(1,5,6,7,8,9-hexahydroimidazo[4',5':4,5]benzo[1,2-d]azepin-2-yl)-7-(((1s,4s)-4-hydroxycyclohexyl)amino)thieno[3,2-b]pyridin-5(4H)-one N1C(=NC2=CC3=C(CCNCC3)C=C21)C2=C(C1=C(NC2=O)C=CS1)NC1CCC(CC1)O